OC1=C(OC2=CC(=CC(=C2C1=O)O)OC)C1=CC(=C(C=C1)O)OC 3,5-dihydroxy-2-(4-hydroxy-3-methoxyphenyl)-7-methoxychromen-4-one